C(C)(C)(C)OC(CN1C[C@@H](N(C[C@@H](N(C[C@@H](N(C[C@@H]1C)CC(OC(C)(C)C)=O)C)CC(OC(C)(C)C)=O)C)CC(=O)OC(C)(C)C)C)=O tert-butyl 2-[(2S,5S,8S,11S)-4,7,10-tris(2-tert-butoxy-2-oxo-ethyl)-2,5,8,11-tetramethyl-1,4,7,10-tetrazacyclododec-1-yl]acetate